tert-butyl (4-(5-bromo-4-chloro-7H-pyrrolo[2,3-d]pyrimidin-7-yl)bicyclo[2.2.1]heptan-1-yl)carbamate BrC1=CN(C=2N=CN=C(C21)Cl)C21CCC(CC2)(C1)NC(OC(C)(C)C)=O